ClC1=CC=C(N=N1)OC1=CC2=C(C=C1)C1(CCC1)N(C(O2)=O)CC=2C(=C(C=CC2)NC(OCC2=CC=CC=C2)=O)F benzyl N-[3-({7-[(6-chloropyridazin-3-yl)oxy]-2-oxo-2,3-dihydrospiro[1,3-benzoxazine-4,1'-cyclobutan]-3-yl}methyl)-2-fluorophenyl]carbamate